ClC1=C2C(=NC=C1C1=CC(=CC=C1)N1C(NCCC1)=O)NC=C2C(=O)N(C)CC 4-chloro-N-ethyl-N-methyl-5-(3-(2-oxotetrahydropyrimidin-1(2H)-yl)phenyl)-1H-pyrrolo[2,3-b]pyridine-3-carboxamide